N1=C(C=CC=C1)[C@H](C)N (S)-1-(pyridin-2-yl)ethane-1-amine